2-(2-oxopiperidin-4-yl)acetic acid O=C1NCCC(C1)CC(=O)O